(S)-quinuclidin-3-yl (6-(2-(trifluoromethoxy)phenyl)-2,3-dihydro-1H-inden-1-yl)carbamat FC(OC1=C(C=CC=C1)C1=CC=C2CCC(C2=C1)NC(O[C@@H]1CN2CCC1CC2)=O)(F)F